N-(4-((4-(4-cyanophenyl)piperazin-1-yl)sulfonyl)phenyl)-2-(N-methylmethylsulfonamido)benzamide C(#N)C1=CC=C(C=C1)N1CCN(CC1)S(=O)(=O)C1=CC=C(C=C1)NC(C1=C(C=CC=C1)N(S(=O)(=O)C)C)=O